2-[4-[3-[1-(5-chloropyrimidin-2-yl)-4-piperidyl]propoxy]-2-fluoro-phenyl]acetaldehyde ClC=1C=NC(=NC1)N1CCC(CC1)CCCOC1=CC(=C(C=C1)CC=O)F